(1-((4-(Fluoromethylene)piperidin-1-yl)methyl)cyclopropyl)methanol FC=C1CCN(CC1)CC1(CC1)CO